rac-Benzyl ((2S,3R,4R)-1-acetyl-6-bromo-2,3-dimethyl-1,2,3,4-tetrahydroquinolin-4-yl)carbamate C(C)(=O)N1[C@H]([C@@H]([C@H](C2=CC(=CC=C12)Br)NC(OCC1=CC=CC=C1)=O)C)C |r|